FC1=C(CNCCF)C=CC=C1 N-(2-fluorobenzyl)-2-fluoroethylamine